3-{3-isopropyl-4-[(3-oxo-3,4-dihydropyrido[2,3-b]pyrazin-8-yl)oxy]phenyl}-1-[5-(trifluoromethyl)-3-pyridinyl]-2,4-imidazolidinedione trifluoroacetate FC(C(=O)O)(F)F.C(C)(C)C=1C=C(C=CC1OC1=CC=NC=2NC(C=NC21)=O)N2C(N(CC2=O)C=2C=NC=C(C2)C(F)(F)F)=O